FC1=C(C(=CC=C1)C(F)(F)F)CS(=O)(=O)C1CN(C1)C(=O)OC(C)(C)C tert-Butyl 3-[[2-fluoro-6-(trifluoromethyl)phenyl]methylsulfonyl]azetidine-1-carboxylate